BrC=1C(N(C(N(C1)CC(=O)OC)=O)[C@@H](COC)C)=O Methyl [5-bromo-3-((R)-2-methoxy-1-methyl-ethyl)-2,4-dioxo-3,4-dihydro-2H-pyrimidin-1-yl]-acetate